OC=1C=C(OC2=CC=C(C=C2)COC2=CC=C(C=C2)C=CC(=O)C2=CC=CC=C2)C=C(C1)O 3-[4-[[4-(3,5-Dihydroxyphenoxy)phenyl]methoxy]phenyl]-1-phenylprop-2-en-1-one